ε-carotene CC1(C)CCC=C(C)C1\C=C\C(\C)=C\C=C\C(\C)=C\C=C\C=C(/C)\C=C\C=C(/C)\C=C\C1C(C)=CCCC1(C)C